2,6,10-trimethyl-14-oxopentadeca-10,12-dienoic acid CC(C(=O)O)CCCC(CCCC(=CC=CC(C)=O)C)C